N-(4-(N-(1-(exo-7-azabicyclo[2.2.1]heptan-2-yl)ethyl)sulfamoyl)-2-methylphenyl)-2-methylbenzamide hydrochloride Cl.C12C(CC(CC1)N2)C(C)NS(=O)(=O)C2=CC(=C(C=C2)NC(C2=C(C=CC=C2)C)=O)C